F[C@H]1[C@@H](OC([C@H]1O)=C)C1=CSC2=C1N=CN=C2C2=C(C(=O)N)C=CC=C2 (7-((2S,3R,4R)-3-fluoro-4-hydroxy-5-methylenetetrahydrofuran-2-yl)thieno[3,2-d]pyrimidin-4-yl)benzamide